ClCC=1N=C2N(N=C(C=C2)C2CC2)C1 2-(chloromethyl)-6-cyclopropylimidazo[1,2-b]pyridazine